(R)-(5-(6-(3-(dimethylamino)piperidin-1-yl)-4-fluoro-1H-benzo[d]imidazol-2-yl)-1H-pyrrol-3-yl)(2-(trifluoromethyl)phenyl)methanone CN([C@H]1CN(CCC1)C=1C=C(C2=C(NC(=N2)C2=CC(=CN2)C(=O)C2=C(C=CC=C2)C(F)(F)F)C1)F)C